Ethyl-{[5-(3-chlorophenyl)-1-phenyl-1H-pyrazol-3-yl]oxy} acetate C(C)(=O)OOC1=NN(C(=C1CC)C1=CC(=CC=C1)Cl)C1=CC=CC=C1